(4-(4-(tert-butoxy)-8-fluoro-2-(methylsulfanyl)-6-(trifluoromethyl)quinazolin-7-yl)-5-fluorobenzo[b]thiophen-2-yl)carbamic acid tert-butyl ester C(C)(C)(C)OC(NC1=CC2=C(S1)C=CC(=C2C2=C(C=C1C(=NC(=NC1=C2F)SC)OC(C)(C)C)C(F)(F)F)F)=O